N-(5-((4-(4-(chloromethyl)phenyl)piperazin-1-yl)methyl)pyridin-2-yl)-5-fluoro-4-(4-fluoro-1-isopropyl-2-methyl-1H-benzo[d]imidazol-6-yl)pyrimidin-2-amine ClCC1=CC=C(C=C1)N1CCN(CC1)CC=1C=CC(=NC1)NC1=NC=C(C(=N1)C=1C=C(C2=C(N(C(=N2)C)C(C)C)C1)F)F